Perfluoro-2-methylene-4,5-dimethoxymethyl-1,3-dioxolane FC1(OC(OC1(C(OC(F)(F)F)(F)F)F)=C(F)F)C(OC(F)(F)F)(F)F